(8aR)-octahydropyrrolo-[1,2-a]pyrazin C1[C@@H]2N(CCN1)CCC2